C(C)(C)(C)C=1C=C(C=CC1)[C@H](C(F)(F)F)NC(=O)C1=CC=C2C(=C(N(C2=C1)CC(C)C)C)CC=1C=C(OC(C(=O)OC)(C)C)C=CC1 methyl (R)-2-(3-((6-((1-(3-(tert-butyl)phenyl)-2,2,2-trifluoroethyl)carbamoyl)-1-isobutyl-2-methyl-1H-indol-3-yl)methyl)phenoxy)-2-methylpropanoate